CC1(OC=C(CO1)C)C 2,2,5-Trimethyl-4H-1,3-dioxin